C(C)C(COC(C(C)SC1=NC=C(N=C1C)Cl)=O)CCCC ((5-chloro-3-methylpyrazin-2-yl)thio)propanoic acid 2-ethylhexyl ester